N-(2-(3-ethyl-1,4-diazepan-1-yl)-5-methylpyrimidin-4-yl)-1H-indazol-5-amine C(C)C1CN(CCCN1)C1=NC=C(C(=N1)NC=1C=C2C=NNC2=CC1)C